FC=1C=C2C=NN(C2=C(C1O)F)C1=CC=C(C=C1)N1CCOCC1 5,7-Difluoro-1-(4-morpholinophenyl)-1H-indazol-6-ol